1-(p-tolyl)-4,5-diiodo-1,2,3-triazole C1(=CC=C(C=C1)N1N=NC(=C1I)I)C